6-(4-fluorophenyl)-N-[(6-methylpyridazin-3-yl)methyl]-8-(morpholin-2-ylmethoxy)quinazolin-4-amine FC1=CC=C(C=C1)C=1C=C2C(=NC=NC2=C(C1)OCC1CNCCO1)NCC=1N=NC(=CC1)C